CS(=O)(=O)NN=C(CO)C1=CC=CC=C1 2-hydroxyacetophenone methanesulfonylhydrazone